CC1=C(C2=CC=CC=C2C(=C1)OC(CCCCCCCC)=O)OC(CCCCCCCC)=O 2-methyl-1,4-bis(n-nonanoyloxy)naphthalene